1,1-diethoxy-3-methylbut-2-en C(C)OC(C=C(C)C)OCC